FC1=C(C=CC(=C1)C1=NOC(=N1)C(F)(F)F)C(CSC)=O 1-(2-fluoro-4-(5-(trifluoromethyl)-1,2,4-oxadiazol-3-yl)phenyl)-2-(methylthio)ethan-1-one